1-(2-Ethylaminoethyl)-3,7-dimethylxanthine C(C)NCCN1C(=O)N(C=2N=CN(C2C1=O)C)C